C(C(C)C)(=O)O.CC(CC(CCO)O)(C)C trimethyl-1,3-pentanediol monoisobutyrate